ONC(C1=CC(=NC=C1)C1(CC1)OC)=N N-hydroxy-2-(1-methoxycyclopropyl)isonicotinamidine